8-chloro-N-(1-(1-cyclopropylpiperidin-4-yl)-1H-pyrazol-4-yl)-2-(2,6-difluorophenyl)pyrazolo[1,5-a][1,3,5]triazin-4-amine ClC=1C=NN2C1N=C(N=C2NC=2C=NN(C2)C2CCN(CC2)C2CC2)C2=C(C=CC=C2F)F